C(C=C)(=O)OCC(CCl)O chloro-2-hydroxypropyl acrylate